4-Methanoanilino-5-(3-phenyl-1,2,4-oxadiazol-5-yl)pyrimidine N1(C=2C(=CC=CC2)C1)C1=NC=NC=C1C1=NC(=NO1)C1=CC=CC=C1